CN1C(N(CCC1)CCCNC1=NC(=NC=C1C(F)(F)F)NC=1C(=NN(C1)C1CC2CCC(C1)N2C)C)=O 1-methyl-3-(3-((2-((3-methyl-1-(8-methyl-8-azabicyclo[3.2.1]octan-3-yl)-1H-pyrazol-4-yl)amino)-5-(trifluoromethyl)pyrimidin-4-yl)amino)propyl)tetrahydropyrimidin-2(1H)-one